methyl 2-amino-4-chloro-6-(m-tolyl)nicotinate NC1=C(C(=O)OC)C(=CC(=N1)C=1C=C(C=CC1)C)Cl